2',3'-dihydroxy-4'-methoxyacetophenone OC1=C(C=CC(=C1O)OC)C(C)=O